[rac-(5S,7S)-7-fluoro-5-phenyl-6,7-dihydro-5H-pyrrolo[1,2-b][1,2,4]triazol-2-yl]-[rac-(2S)-spiro[2.2]pentan-2-yl]methanone F[C@H]1C[C@H](N2N=C(N=C21)C(=O)[C@H]2CC21CC1)C1=CC=CC=C1 |r|